8-(5-Chlorobenzofuran-2-yl)-4-(piperidin-4-ylsulfonyl)-3,4-dihydro-2H-pyrido[4,3-b][1,4]thiazine ClC=1C=CC2=C(C=C(O2)C2=CN=CC3=C2SCCN3S(=O)(=O)C3CCNCC3)C1